FC=1C=C2C=3C(=C(NC3C1)C1=CC=C(C=C1)CNC)CCNC2=O 8-Fluoro-2-{4-[(methylamino)methyl]-phenyl}-1,3,4,5-tetrahydro-6H-azepino-[5,4,3-cd]indol-6-one